N1=C(C=CC=C1)C1C=CC(C=C1)C1=NC=CC=C1 3,6-dipyridyl-1,4-cyclohexadiene